COC1=NC=CC(=C1)C1=C(C2=C(S1)CCC2)NC(=O)NS(=O)(=O)C2=CC=1CN3CCC(C1O2)CC3 N-((2-(2-methoxypyridin-4-yl)-5,6-dihydro-4H-cyclopenta[b]thiophen-3-yl)carbamoyl)-4,6,7,8-tetrahydro-5,8-ethanofuro[3,2-c]azepine-2-sulfonamide